O=C1NC(CCC1C1CC=2C(=C3C(NC(C3=CC2)=O)=O)OC12CCNCC2)=O (2,6-Dioxopiperidin-3-yl)-3',4'-dihydro-7'H-spiro[piperidine-4,2'-pyrano[2,3-e]isoindole]-7',9'(8'H)-dione